(E,E)-2,4-Octadienyl acetate C(C)(=O)OC\C=C\C=C\CCC